N-{4-[5-cyclopropyl-3-(trifluoromethyl)-1H-pyrazol-1-yl]phenyl}-2-(quinolin-6-yl)propanamide C1(CC1)C1=CC(=NN1C1=CC=C(C=C1)NC(C(C)C=1C=C2C=CC=NC2=CC1)=O)C(F)(F)F